1,4,8-triisocyanato-octane N(=C=O)CCCC(CCCCN=C=O)N=C=O